N-(4-((2-(1,1-difluoroethyl)pyrimidin-4-yl)amino)-5-(2-(2-methoxyethyl)-2H-1,2,3-triazol-4-yl)pyridin-2-yl)acetamide FC(C)(F)C1=NC=CC(=N1)NC1=CC(=NC=C1C1=NN(N=C1)CCOC)NC(C)=O